C1(=CC=CC=C1)C(CCN(N=O)C(CC1=CC=CC=C1)C)C1=CC=CC=C1 N-(3,3-diphenylpropyl)-N-(1-phenylpropan-2-yl)nitrosamide